(6,6-difluoro-1,4-oxazepan-4-yl)-methanone FC1(CN(CCOC1)C=O)F